N1(C2C(CCC1)(CCC2)C(=O)OCC)C(=O)OCC2=CC=CC=C2 1-Benzyl 4a-ethyl hexahydro-1H-cyclopenta[b]pyridine-1,4a(2H)-dicarboxylate